di[2,4-di-tert-butylphenol] chlorophosphite P(O)(O)Cl.C(C)(C)(C)C1=C(C=CC(=C1)C(C)(C)C)O.C(C)(C)(C)C1=C(C=CC(=C1)C(C)(C)C)O